ClC=1C=NC(=C(C(=O)OC)C1)OC(C)C methyl 5-chloro-2-isopropoxynicotinate